C(C)(C)(C)OC(=O)N(C=1SC(=C(N1)C)C=1C=NN(C1)C1CCCC1)C(=O)OC(C)(C)C N,N-di-t-butoxycarbonyl-4-methyl-5-(1-cyclopentylpyrazol-4-yl)-1,3-thiazol-2-amine